FC1=CC=C(C=C1)C1=NN(C=C1C=1C2=C(N=CN1)OC(=C2)C2=CC=CC=C2)[C@H]2CN[C@@H](C2)C 3-(4-fluorophenyl)-1-[(3R,5R)-5-methylpyrrolidin-3-yl]-4-{6-phenylfuro[2,3-d]pyrimidin-4-yl}pyrazole